N-(2-(2-((6-(2-(hydroxymethyl)morpholinyl)pyridin-3-yl)amino)quinazolin-8-yl)pyridin-4-yl)but-2-enamide OCC1CN(CCO1)C1=CC=C(C=N1)NC1=NC2=C(C=CC=C2C=N1)C1=NC=CC(=C1)NC(C=CC)=O